FC(C1=C(C[N+]#[C-])C=CC=C1)(F)F 2-TRIFLUOROMETHYLBENZYLISOCYANIDE